[Se](=O)(O)O.[Se] selenium selenious acid